ClC=CC(C(=O)[O-])C=C chlorovinyl-vinylacetate